7-morpholino-N-(oxetan-3-ylmethyl)-5-(3-phenylpyrazol-1-yl)pyrazolo[1,5-a]pyrimidine-2-carboxamide O1CCN(CC1)C1=CC(=NC=2N1N=C(C2)C(=O)NCC2COC2)N2N=C(C=C2)C2=CC=CC=C2